O1C(OC2=C1C=CC(=C2)C=O)([2H])[2H] benzo[d][1,3]dioxole-2,2-d2-5-carbaldehyde